4-amino-3-((3,5-dimethoxyphenyl)ethynyl)-1-(1-(2-fluoro-4,4-dimethylpent-2-enoyl)pyrrolidin-3-yl)-1H-pyrazolo[4,3-c]pyridine-7-carbonitrile NC1=NC=C(C2=C1C(=NN2C2CN(CC2)C(C(=CC(C)(C)C)F)=O)C#CC2=CC(=CC(=C2)OC)OC)C#N